(1S,2R)-2-((S)-5-chloro-8-((4-chloro-5-methylisoxazol-3-yl)methoxy)-1-((2-oxopyrrolidin-1-yl)methyl)-1,2,3,4-tetrahydro-isoquinoline-2-carbonyl)-1-methylcyclohexane-1-carboxylic acid ClC1=C2CCN([C@@H](C2=C(C=C1)OCC1=NOC(=C1Cl)C)CN1C(CCC1)=O)C(=O)[C@H]1[C@](CCCC1)(C(=O)O)C